FC=1C(=C(C=CC1F)[C@H]1[C@@H](S[C@](C1)(C(F)(F)F)C)C(=O)NC=1C=CC2=C(B(OC2)O)C1)OC (2R,3S,5R)-3-(3,4-difluoro-2-methoxyphenyl)-N-(1-hydroxy-1,3-dihydrobenzo[c][1,2]oxaborol-6-yl)-5-methyl-5-(trifluoromethyl)tetrahydrothiophene-2-carboxamide